(1S,4s)-4-(2-(((R)-2-(5-fluoropyridin-3-yl)-2-hydroxyethyl)amino)-2-methylpropyl)-N-methylcyclohexane-1-sulfonamide dihydrochloride Cl.Cl.FC=1C=C(C=NC1)[C@H](CNC(CC1CCC(CC1)S(=O)(=O)NC)(C)C)O